(S)-5-(2-chlorobenzoyl)-2-(3-(3-fluoropyridin-2-yloxy)pyrrolidin-1-yl)benzaldehyde ClC1=C(C(=O)C=2C=CC(=C(C=O)C2)N2C[C@H](CC2)OC2=NC=CC=C2F)C=CC=C1